1-(2-(4-aminobutoxy)-4,6-dichlorobenzyl)-1H-imidazo[4,5-c]pyridin-4-amin NCCCCOC1=C(CN2C=NC=3C(=NC=CC32)N)C(=CC(=C1)Cl)Cl